[4-(4-amino-2-(2-methoxyethyl)-1H-imidazo[4,5-c]quinolin-1-yl)butyl]-4-fluoro-1-benzenesulfonamide NC1=NC=2C=CC=CC2C2=C1N=C(N2CCCCC2=C(C=CC(=C2)F)S(=O)(=O)N)CCOC